11,12-methylenepentadecanoic acid C1C(CCCCCCCCCC(=O)O)C1CCC